C(#N)C(C=1C=C(C(=O)O)C=CC1)C1CCCC1 3-(cyano(cyclopentyl)methyl)benzoic acid